4-(2,6-diazaspiro[4.5]decan-2-yl)-1-(2-trimethylsilylethoxymethyl)pyrrolo[2,3-b]pyridine-3-carbonitrile C1N(CCC12NCCCC2)C2=C1C(=NC=C2)N(C=C1C#N)COCC[Si](C)(C)C